methyl-rhenium (vii) trioxide C[Re](=O)(=O)=O